tert-butyl 3-(5-cyano-6-(methylsulfonyl)picolinamido)propanoate C(#N)C=1C=CC(=NC1S(=O)(=O)C)C(=O)NCCC(=O)OC(C)(C)C